NCCCC1=CC=C(C=C1)S(=O)(=O)[O-] p-aminopropyl-benzenesulfonate